2-octyldodecyl 3-ethyl-12-hexyl-6-isopropyl-10-oxo-9,11-dioxa-3,6-diazaheneicosane-21-carboxylate C(C)N(CC)CCN(CCOC(OC(CCCCCCCCCC(=O)OCC(CCCCCCCCCC)CCCCCCCC)CCCCCC)=O)C(C)C